3-[5-bromo-2-[(2R)-8-chloro-4-oxo-chroman-2-yl]phenoxy]propionic acid BrC=1C=CC(=C(OCCC(=O)O)C1)[C@@H]1OC2=C(C=CC=C2C(C1)=O)Cl